(2S,4R)-1-(2-(3-acetyl-5-(pyridazin-4-yl)-1H-indol-1-yl)acetyl)-N-(2,3-dimethyl-1H-indol-5-yl)-4-fluoropyrrolidine-2-carboxamide C(C)(=O)C1=CN(C2=CC=C(C=C12)C1=CN=NC=C1)CC(=O)N1[C@@H](C[C@H](C1)F)C(=O)NC=1C=C2C(=C(NC2=CC1)C)C